The molecule is a form of water consisting of two hydrogen atoms covalently bonded to an oxygen-18 atom. It is a water and an isotopically modified compound. It contains an oxygen-18 atom. [18OH2]